CN(C1CN(C1)C1=C2C(=NC=NC2=CC=C1OCC)N)C 5-(3-(dimethylamino)azetidin-1-yl)-6-ethoxyquinazolin-4-amine